Benzyl (3s,5r)-4-(2-((3-amino-1-methyl-1H-indazol-7-yl) oxy) acetyl)-3,5-dimethylpiperazine-1-carboxylate NC1=NN(C2=C(C=CC=C12)OCC(=O)N1[C@H](CN(C[C@H]1C)C(=O)OCC1=CC=CC=C1)C)C